tetrahydropyrazolo[1,5-a]pyrazine C1CNN2C1C=NC=C2